(S)-3-acetyl-6,7,7a,8,10,11-hexahydro-9H-pyrazino[1,2-d]pyrido[3,2-b][1,4]oxazepin C(C)(=O)C1=CC=2OCC[C@@H]3N(C2N=C1)CCNC3